FC=1C=C(CCN2C[C@@H]3[C@](C2)(C[C@H](C3)OC3=C(C=CC=C3)F)O)C=C(C1O)F (3aS,5S,6aR)-2-(3,5-difluoro-4-hydroxyphenethyl)-5-(2-fluorophenoxy)hexahydrocyclopenta[c]pyrrol-3a(1H)-ol